tert-butyl 4-[[7-[2-cyano-3-[[ethyl(methyl)sulfamoyl]amino]-6-fluoro-phenoxy]quinoxalin-2-yl]oxymethyl]-4-hydroxy-piperidine-1-carboxylate C(#N)C1=C(OC2=CC=C3N=CC(=NC3=C2)OCC2(CCN(CC2)C(=O)OC(C)(C)C)O)C(=CC=C1NS(N(C)CC)(=O)=O)F